C(CCCCCC=C)[Si](Cl)(Cl)CCCCCCCCC=C (7-octenyl)(9-decenyl)dichlorosilane